O.[Na+].[Si]([O-])([O-])([O-])O.[Ca+2] calcium silicate sodium salt hydrate